C(CCCC=CCCCC)(=O)[O-].[Zn+2].C(CCCC=CCCCC)(=O)[O-] zinc 5-decenate